BrC1=NC(=CC(=C1)Br)Br 2,6-dibromo-4-bromopyridine